tert-butyl (3aS,5S,6aR)-5-((2'-cyclobutyl-3'-fluoro-5-(1-methoxy-2-methyl-1-oxopropan-2-yl)-[1,1'-biphenyl]-2-yl)oxy)-2,2-dimethyltetrahydro-2H-cyclopenta[d]oxazole-3(3aH)-carboxylate C1(CCC1)C1=C(C=CC=C1F)C1=C(C=CC(=C1)C(C(=O)OC)(C)C)O[C@@H]1C[C@@H]2[C@@H](N(C(O2)(C)C)C(=O)OC(C)(C)C)C1